C(C1=CC=CC=C1)N1CC=2N=C(N=C(C2CC1)N1C[C@H]2CC[C@@H](C1)N2C(=O)OC(C)(C)C)Cl tert-butyl (1R,5S)-3-(7-benzyl-2-chloro-5,6,7,8-tetrahydropyrido[3,4-d]pyrimidin-4-yl)-3,8-diazabicyclo[3.2.1]octane-8-carboxylate